1-phenylmethan-amine C1(=CC=CC=C1)CN